Cl.Cl.N1CCC(CC1)C1=C2C(=NC=C1)NC(=N2)[C@@H]2COCC2 |r| (Rac)-7-(4-piperidyl)-2-tetrahydrofuran-3-yl-3H-imidazo[4,5-b]pyridine, dihydrochloride